C(CCCCCCCC)(=O)[C@@]([C@H](CO)O)(O)COC(CCCCCCCC)=O 3,4-O-dinonanoyl-erythritol